silicon dioxide Hafnium [Hf].[Si](=O)=O